C(CCCCCCCCCCC)(=O)N[C@@H](CC1=CNC2=CC=CC=C12)C(=O)O N-lauroyl-tryptophan